tert-butyl ((1S,3R)-3-((6-chloro-3-fluoropyrazolo[1,5-a]pyrazin-4-yl)oxy)cyclohexyl)carbamate ClC=1N=C(C=2N(C1)N=CC2F)O[C@H]2C[C@H](CCC2)NC(OC(C)(C)C)=O